(±)-3-(5-methoxypyridin-3-yl)-3-(3-(3-(6,7,8,9-tetrahydro-5H-pyrido[2,3-b]azepin-2-yl)propyl)-1H-pyrazol-1-yl)propanoic acid COC=1C=C(C=NC1)[C@@H](CC(=O)O)N1N=C(C=C1)CCCC=1C=CC2=C(NCCCC2)N1 |r|